COC=1C=C2C(=CC=NC2=CC1OC)OC1=CC=C(C=C1)CS(=O)(=O)N (4-((6,7-dimethoxy-quinolin-4-yl)oxy)phenyl)-methanesulfonamide